N-[4-(4-bromophenyl)thiazol-2-yl]-N-(3-methoxypropyl)prop-2-ynamide BrC1=CC=C(C=C1)C=1N=C(SC1)N(C(C#C)=O)CCCOC